6-bromo-1-[3-(hydroxymethyl)cyclobutyl]-1,2,3,4-tetrahydro-1,8-naphthyridin-2-one BrC=1C=C2CCC(N(C2=NC1)C1CC(C1)CO)=O